C(#N)C1=CC(=C(COC2=CC=CC(=N2)C2CCN(CC2)C(=O)C=2C=CC(=NC2)C(=O)O)C=C1)F 5-(4-(6-((4-Cyano-2-fluorobenzyl)oxy)pyridin-2-yl)piperidine-1-carbonyl)picolinic acid